FC=1C(=NC(=NC1)NC1=NC=C(C=C1)CN1C2CN(CC1CC2)C)C2=CC1=C(N=C3N1C(CC3)(C)C)C(=C2)F 5-fluoro-4-(5-fluoro-1,1-dimethyl-2,3-dihydro-1H-benzo[d]pyrrolo[1,2-a]imidazol-7-yl)-N-(5-((3-methyl-3,8-diazabicyclo[3.2.1]octan-8-yl)methyl)pyridin-2-yl)pyrimidin-2-amine